ClC1=C(C(=CC=C1)C=1CCC(CC1)C1=C(C=CC=C1)F)N chloro-2''-fluoro-2',3',4',5'-tetrahydro-[1,1':4',1''-terphenyl]-2-amine